C(C1=CC=CC=C1)N1N=CC(=C1)C1=CC=C2C(CCOC2=C1)NC(O[C@@H]1CN2CCC1CC2)=O (S)-quinuclidin-3-yl (7-(1-benzyl-1H-pyrazol-4-yl)chroman-4-yl)carbamate